BrC1=C(C=C(C(=N1)C1=CC(=C(C=C1)CC=1N(C2=C(N1)C=CC(=C2)C(=O)OC)CCOC)F)F)F methyl 2-[[4-(6-bromo-3,5-difluoro-2-pyridyl)-2-fluoro-phenyl]methyl]-3-(2-methoxyethyl)benzimidazole-5-carboxylate